8-bromo-2-cyclobutyl-3-phenylpyrimido[4,5-b][1,5]naphthyridine-4,5(3H,10H)-dione BrC1=CN=C2C(C3=C(NC2=C1)N=C(N(C3=O)C3=CC=CC=C3)C3CCC3)=O